CN1C(N=NC1=O)=O 4-methyl-1,2,4-triazoline-3,5-dione